FC1=C(C=2CCCCC2C=C1C(F)(F)F)C(=O)O 2-Fluoro-3-(trifluoromethyl)-5,6,7,8-tetrahydronaphthalene-1-carboxylic acid